C(#N)C1=C(C=C(C=C1)C1=CC(=NN1C1=CC=C(C=C1)I)C(=O)O)F 5-(4-Cyano-3-fluorophenyl)-1-(4-iodophenyl)-1H-pyrazole-3-carboxylic acid